(S)-N-((S)-1-amino-1-oxo-3-((S)-2-oxopyrrolidin-3-yl)propan-2-yl)-6-((S)-3,3-dimethyl-2-(2,2,2-trifluoroacetamido)butanoyl)-6-azaspiro[2.5]octane-5-carboxamide NC([C@H](C[C@H]1C(NCC1)=O)NC(=O)[C@@H]1CC2(CC2)CCN1C([C@H](C(C)(C)C)NC(C(F)(F)F)=O)=O)=O